C(C1=CC=CC=C1)(C1=CC=CC=C1)(C1=CC=CC=C1)NC=1SC=C(N1)C(C(=O)O)=O 2-(2-(tritylamino)thiazol-4-yl)glyoxylic acid